hydroxy-6-methylenepregn-4-ene-3,20-dione OCC([C@H]1CC[C@H]2[C@@H]3CC(C4=CC(CC[C@]4(C)[C@H]3CC[C@]12C)=O)=C)=O